(2S)-N-[(1S)-1-cyano-2-(3',4'-difluorobiphenyl-4-yl)ethyl]-1,4-oxaazepane-2-carboxamide C(#N)[C@H](CC1=CC=C(C=C1)C1=CC(=C(C=C1)F)F)NC(=O)[C@H]1OCCCNC1